4-(6-((2-fluoro-5-methoxy-4-(methoxycarbonyl)benzyl)oxy)pyridine-2-yl)piperidine-1-carboxylic acid tert-butyl ester C(C)(C)(C)OC(=O)N1CCC(CC1)C1=NC(=CC=C1)OCC1=C(C=C(C(=C1)OC)C(=O)OC)F